3-((4-((5-(3-(((S)-1-(1H-1,2,4-triazol-1-yl)propan-2-yl)oxy)-4-chlorophenyl)pyrimidin-2-yl)amino)-1-((1r,4r)-4-morpholinocyclohexyl)-1H-pyrazol-3-yl)oxy)propanenitrile N1(N=CN=C1)C[C@H](C)OC=1C=C(C=CC1Cl)C=1C=NC(=NC1)NC=1C(=NN(C1)C1CCC(CC1)N1CCOCC1)OCCC#N